CC1=C(C=CC(=C1)C(F)(F)F)N1C=CC2=CC(=CC=C12)N 1-(2-methyl-4-(trifluoromethyl)phenyl)-1H-indol-5-amine